CC12N[C@H](C(C1)C2)[C@H](O)C=2C=NC=C(C2)F (R)-{(R)-1-methyl-2-azabicyclo[2.1.1]hex-3-yl}(5-fluoro-3-pyridyl)methanol